FC=1C=C(C=CC1F)S(=O)(=O)N1CC(C1)N1N=CC(=C1)C1=C2C(=NC(=C1)NC(=O)C1CC1)NC=C2 N-(4-(1-(1-((3,4-difluorophenyl)sulfonyl)azetidin-3-yl)-1H-pyrazol-4-yl)-1H-pyrrolo[2,3-b]pyridin-6-yl)cyclopropylcarboxamide